C(CCCCCCCCCCC)SC(CCC[Sn])SCCCCCCCCCCCC di(dodecylthio)butyltin